FC(N1C=NC2=C1C=CC(=C2)OC2=CC(=C(C=C2C)NC=2C1=C(N=CN2)C=CC(=N1)N1C[C@H](N(CC1)C(C=C)=O)C)OC)F (R)-1-(4-(4-((4-((1-(difluoromethyl)-1H-benzo[d]imidazol-5-yl)oxy)-2-methoxy-5-methylphenyl)amino)pyrido[3,2-d]pyrimidin-6-yl)-2-methylpiperazin-1-yl)prop-2-en-1-one